Cl.CC1(C[C@H]2[C@H](CNC2)C1)NC(=O)C1=NC=CC=C1Cl N-[(3aS,6aR)-5-methyl-2,3,3a,4,6,6a-hexahydro-1H-cyclopenta[c]pyrrol-5-yl]-3-chloro-pyridine-2-carboxamide HCl salt